1,3-dibutylimidazole tribromide [Br-].[Br-].[Br-].C(CCC)N1CN(C=C1)CCCC